C(C)N1N=CC(=C1)C(=O)C1=CC(=NN1C1=C(C=O)C=C(C=C1)F)C 2-(5-(1-ethyl-1H-pyrazole-4-carbonyl)-3-methyl-1H-pyrazol-1-yl)-5-fluorobenzaldehyde